6-fluoro-N-methylpyridine-2-carboxamide-2-d FC1=CC=CC(N1)(C(=O)NC)[2H]